FCCCCCCCCCCP fluorodecyl-phosphine